COC(=O)C1=CC=C(C=C1)C1=CC(C=NC1)=O 5-(4-(methoxycarbonyl)phenyl)-3-oxo-3,6-dihydropyridine